CC1=CC(=NC=N1)N1C[C@H]2CC[C@@H](C1)C2N (1R,5S,8S)-3-(6-methylpyrimidin-4-yl)-3-azabicyclo[3.2.1]Octan-8-amine